C12CCC(CC1)N2C2=CC1=C(C(=N2)CNC)CNC1=O 6-(7-Azabicyclo[2.2.1]heptane-7-yl)-4-((methylamino)methyl)-2,3-dihydro-1H-pyrrolo[3,4-c]Pyridin-1-one